(±)-(4aR,13bR)-11-methoxy-4-methyl-1,2,3,4,4a,5,6,13b-octahydro-8H-[1,6]naphthyridino[5,6-b]quinazolin-8-one COC1=CC=C2C(N3C(=NC2=C1)[C@@H]1CCCN([C@@H]1CC3)C)=O |r|